(6-Methoxy-3-(2-(2,2,2-trifluoroethoxy)-5-(trifluoromethyl)pyrimidin-4-yl)-1H-indole-7-yl)dimethyl-phosphine oxide COC1=CC=C2C(=CNC2=C1P(C)(C)=O)C1=NC(=NC=C1C(F)(F)F)OCC(F)(F)F